FC=1C=C(C=C(C1)F)[Mg]Br (3,5-difluorophenyl)-magnesium bromide